N,N-dimethylanilinium pentafluorophenoxytris(pentafluorophenyl)borate tert-butyl-4-(6-bromo-3-cyanopyrazolo[1,5-a]pyridin-4-yl)piperazine-1-carboxylate C(C)(C)(C)OC(=O)N1CCN(CC1)C=1C=2N(C=C(C1)Br)N=CC2C#N.FC2=C(C(=C(C(=C2O[B-](C2=C(C(=C(C(=C2F)F)F)F)F)(C2=C(C(=C(C(=C2F)F)F)F)F)C2=C(C(=C(C(=C2F)F)F)F)F)F)F)F)F.C[NH+](C2=CC=CC=C2)C